(R)-2-cyclopropylpiperazine-1-carboxylic acid tert-butyl ester C(C)(C)(C)OC(=O)N1[C@@H](CNCC1)C1CC1